C(C)(=O)O[C@@H]1[C@H](O[C@H]([C@@H]([C@H]1OC(C)=O)NC(C)=O)N)COC(C)=O (2R,3S,4R,5R,6R)-5-acetamido-2-(acetoxymethyl)-6-aminotetrahydro-2H-pyran-3,4-diyl diacetate